6-benzyl-3-(((7-fluoro-1,4-dihydroquinazolin-2-yl)thio)methyl)-5,6-dihydroimidazo[2,1-b]thiazole C(C1=CC=CC=C1)C1N=C2SC=C(N2C1)CSC=1NC2=CC(=CC=C2CN1)F